ClC1=C(C(=C(C=C1OC)OC)Cl)C=1C(N(C2=CC(=NC=C2C1)C=1C=NN(C1)C)CCN1CCOCC1)=O 3-(2,6-dichloro-3,5-dimethoxyphenyl)-7-(1-methyl-1H-pyrazol-4-yl)-1-(2-morpholinoethyl)-1,6-naphthyridin-2(1H)-one